1-(7-(2-amino-5,6-dimethylbenzo[d]thiazol-4-yl)-8-fluoro-2-((hexahydro-1H-pyrrolizin-7a-yl)methoxy)pyrido[4,3-d]pyrimidin-4-yl)-3-methylpiperidin-3-ol NC=1SC2=C(N1)C(=C(C(=C2)C)C)C2=C(C=1N=C(N=C(C1C=N2)N2CC(CCC2)(O)C)OCC21CCCN1CCC2)F